OC(CCCC)(O)O Trihydroxyethylpropan